6-(2-(2-methyl-6-(trifluoromethyl)pyridin-4-yl)-2,6-diazaspiro[3.4]octan-6-yl)-1-(oxetan-3-yl)-1H-pyrazolo[3,4-b]pyrazine CC1=NC(=CC(=C1)N1CC2(C1)CN(CC2)C2=CN=C1C(=N2)N(N=C1)C1COC1)C(F)(F)F